C(C)OC(=O)C1SCC2CC2C1=O 5-oxo-3-thiabicyclo[4.1.0]heptane-4-carboxylic acid ethyl ester